FC=1C=C2C(C(=CN(C2=CC1N1[C@H](CCC1)COC1=NC=CC=C1)C1=CC=C(C=C1)OCCOC)C(=O)O)=O (R)-6-fluoro-1-(4-(2-methoxyethoxy)phenyl)-4-oxo-7-(2-((pyridin-2-yloxy)methyl)pyrrolidin-1-yl)-1,4-dihydroquinoline-3-carboxylic acid